2-fluoro-1-(3-(7-(3-hydroxypyrrolidin-1-yl)-3-(4-(trifluoromethyl)phenyl)-1H-pyrazolo[4,3-b]pyridin-1-yl)azetidin-1-yl)prop-2-en-1-one FC(C(=O)N1CC(C1)N1N=C(C2=NC=CC(=C21)N2CC(CC2)O)C2=CC=C(C=C2)C(F)(F)F)=C